N-benzyl-N-(pyridin-2-ylmethyl)-bis(pyridin-2-yl)methylamine C(C1=CC=CC=C1)N(CC1=NC=CC=C1)C(C1=NC=CC=C1)C1=NC=CC=C1